1-(thiophen-2-yl)ethan-1-one S1C(=CC=C1)C(C)=O